3-({[5-fluoro-1-methyl-3-(trifluoromethyl)-1H-pyrazol-4-yl]methyl}sulfonyl)-5,5-dimethyl-4,5-dihydro-1,2-oxazole FC1=C(C(=NN1C)C(F)(F)F)CS(=O)(=O)C1=NOC(C1)(C)C